2,5-di-O-acetyl-3-deoxy-beta-D-ribofuranosyl-adenine C(C)(=O)O[C@H]1[C@@H](O[C@@H](C1)COC(C)=O)C1=NC(=C2NC=NC2=N1)N